C(C=C)(=O)N1[C@H](COC2(CC2)C1)C1=CC(=NC(=C1)Cl)C1=CC(=NC=C1)C(=O)NC (S)-4-(7-acryloyl-4-oxa-7-azaspiro[2.5]octan-6-yl)-6-chloro-N-methyl-[2,4'-bipyridine]-2'-carboxamide